CS(=O)(=O)NC=1C=C(C=CC1)NC(=O)C1CCN(CC1)C(=O)NC=1SC=CC1 N4-(3-(methylsulfonamido)phenyl)-N1-(thiophen-2-yl)piperidine-1,4-dicarboxamide